(2R,4R)-6,7-dichloro-4-hydroxy-N-[3-(5-methoxy-2H-pyrazolo[3,4-c]pyridin-2-yl)bicyclo[1.1.1]pentan-1-yl]-3,4-dihydro-2H-1-benzopyran-2-carboxamide ClC=1C(=CC2=C([C@@H](C[C@@H](O2)C(=O)NC23CC(C2)(C3)N3N=C2C=NC(=CC2=C3)OC)O)C1)Cl